CN1OCC2(C(O1)C1=CC(=CC=C1C2)C)C 2,4a,8-trimethyl-4,4a,5,9b-tetrahydroindeno[1,2-d][1,3]dioxazine